N-(5-(difluoromethoxy)-1H-pyrazol-3-yl)-5-((1-methylpiperidin-4-yl)methyl)-5H-pyrrolo[2,3-b]pyrazin-3-amine FC(OC1=CC(=NN1)NC1=CN=C2C(=N1)N(C=C2)CC2CCN(CC2)C)F